[Na+].C1=C(C=CC2=CC=CC=C12)OP(=O)([O-])[O-].[Na+] 2-Naphthylphosphate Sodium salt